di(octadecyl)naphthalene C(CCCCCCCCCCCCCCCCC)C1=C(C2=CC=CC=C2C=C1)CCCCCCCCCCCCCCCCCC